Ethyl (S)-2-bromo-1-(oxetan-2-ylmethyl)-4-(trifluoromethyl)-1H-imidazole-5-carboxylate BrC=1N(C(=C(N1)C(F)(F)F)C(=O)OCC)C[C@H]1OCC1